O=C1NC(CCC1N1C(C2=CC=C(C=C2C1=O)C1CCN(CC1)C(=O)OC(C)(C)C)O)=O tert-butyl 4-(2-(2,6-dioxopiperidin-3-yl)-1-hydroxy-3-oxoisoindolin-5-yl)piperidine-1-carboxylate